COC1=CC=C(C=C1)CNC(C)O ((4-methoxyphenyl)methylamino)ethanol